6-[(2-aminoethyl)amino]-1,2,3,4-tetrahydro-isoquinolino[6,7-f]quinoxaline-7,12-dione NCCNC=1C2=C(C=3NCCNC3C1)C(C=1C=CN=CC1C2=O)=O